COC1=C(C(=CC=C1)OC)[N+](=O)[O-] 1,3-dimethoxy-2-nitrobenzene